CS(=O)(=O)C[C@@H]1[C@H](N(C1)C=1C=CC(=C2C=CN=CC12)C(C)C)C 8-[(2R,3S)-3-(methanesulfonyl-methyl)-2-methylazetidin-1-yl]-5-(propan-2-yl)isoquinolin